NC1=CC=CC(=N1)S(=O)(=O)NC(=O)C=1C(=NC(=CC1)C=1C=NC(=C(C1)C)OC)N1C(C[C@@H](C1)C)(C)C N-[(6-amino-2-pyridyl)sulfonyl]-6-(6-methoxy-5-methyl-3-pyridyl)-2-[(4S)-2,2,4-trimethylpyrrolidin-1-yl]pyridine-3-carboxamide